(S)-4,4-difluoro-1-(2-((S)-3-(naphthalen-2-ylamino)pyrrolidin-1-yl)acetyl)pyrrolidine-2-carbonitrile FC1(C[C@H](N(C1)C(CN1C[C@H](CC1)NC1=CC2=CC=CC=C2C=C1)=O)C#N)F